ethyl 2-propyl-4-pentenoate C(CC)C(C(=O)OCC)CC=C